FC1=C(C(NC(N1[C@H]1[C@@H](O)[C@H](O)[C@H](O1)CO)=O)=O)CC fluoro-5-ethyl-1-beta-D-arabinofuranosyluracil